P(O)(O)O.CC(C)CCC[C@@H](C)[C@H]1CC[C@H]2[C@@H]3CC=C4C[C@@H](O)CC[C@]4(C)[C@H]3CC[C@]12C.CC(C)CCC[C@@H](C)[C@H]1CC[C@H]2[C@@H]3CC=C4C[C@@H](O)CC[C@]4(C)[C@H]3CC[C@]12C dicholesterol phosphite